Sodium 5-(trifluoromethyl)tetrazol-1-ide FC(C1=NN=N[N-]1)(F)F.[Na+]